NC=1C2=C(N=CN1)N1C(=C2C2=CC(=C(C=C2)OC2=NC(=CC=C2)C)F)N(CC1)C=1C(=C(C=CC1)NC(C(=C)C)=O)OC N-[3-(4-amino-5-{3-fluoro-4-[(6-methylpyridin-2-yl)oxy]phenyl}-7,8-dihydro-6H-imidazo[2',3':5,1]pyrrolo[2,3-d]pyrimidin-6-yl)-2-methoxyphenyl]-2-methylpropan-2-enamide